3-Methyl-8-(3-(1-(pyridin-3-yl)-1H-pyrazol-4-yl)-1H-pyrazolo[4,3-d]pyrimidin-5-yl)-3,8-diazabicyclo[3.2.1]octan-2-one CN1C(C2CCC(C1)N2C=2N=CC1=C(N2)C(=NN1)C=1C=NN(C1)C=1C=NC=CC1)=O